ClC1=C(C(=CC=C1)F)C1=CC(=C(N=N1)C(=O)OC)NC1=CC=C(C=C1)S(=O)(=O)C Methyl 6-(2-chloro-6-fluorophenyl)-4-((4-(methylsulfonyl)phenyl)amino)pyridazine-3-carboxylate